N-(1-(4-(((trans-4-Aminocyclohexyl)(ethyl)amino)methyl)phenyl)-2-oxo-1,2-dihydropyrimidin-4-yl)-4-(1-aminocyclopropane-1-carbonyl)piperazine-1-carboxamide hydrochloride salt Cl.N[C@@H]1CC[C@H](CC1)N(CC)CC1=CC=C(C=C1)N1C(N=C(C=C1)NC(=O)N1CCN(CC1)C(=O)C1(CC1)N)=O